C=1(C(=CC(=C(C1)C(=O)N)C(=O)N)C(=O)N)C(=O)N 1,2,4,5-benzentetracarboxamide